p-phenylene Benzene-succinate C1(=CC=CC=C1)C1CC(=O)OC2=CC=C(C=C2)OC1=O